FC1(CCC(CC1)N[C@@H]1[C@H](CC(CC1)C)CC=1C=C2CN(C(C2=CC1)=O)C1C(NC(CC1)=O)=O)F 3-(5-(((1R,2S)-2-((4,4-difluorocyclohexyl)amino)-5-methylcyclohexyl)methyl)-1-oxoisoindolin-2-yl)piperidine-2,6-dione